[4-[(2S)-2-(aminomethyl)morpholine-4-carbonyl]piperazin-1-yl]-[4-[[3-[4-(difluoromethoxy)phenyl]imidazo[1,2-a]pyrazin-8-yl]amino]-2-methyl-phenyl]methanone formate C(=O)O.NC[C@H]1CN(CCO1)C(=O)N1CCN(CC1)C(=O)C1=C(C=C(C=C1)NC=1C=2N(C=CN1)C(=CN2)C2=CC=C(C=C2)OC(F)F)C